8-Chloro-5-methoxy-1-[cis-4-methoxy-4-(trifluoromethyl)cyclohexyl]-5,6-dihydro-4H-[1,2,4]triazolo[4,3-a][1]benzazepin ClC=1C=CC2=C(CC(CC=3N2C(=NN3)C3CCC(CC3)(C(F)(F)F)OC)OC)C1